F[C@@H]1[C@H](CNC1)NC1=NC(=CC=C1)C1=CN=C2N1C=CC(=C2)OCC(F)(F)F N-((3S,4S)-4-fluoropyrrolidin-3-yl)-6-(7-(2,2,2-trifluoroethoxy)imidazo[1,2-a]pyridin-3-yl)pyridin-2-amine